C(C1=CC=CC=C1)OC1OC(CC2=CC=CC(=C12)O)=O (Benzyloxy)-8-hydroxy-isochroman-3-one